2-(p-tolyloxy)benzoic acid C1(=CC=C(C=C1)OC1=C(C(=O)O)C=CC=C1)C